1-(5-fluoroindoline-1-carbonyl)-4-(2-oxo-2-(phenyl-(tetrahydro-2H-pyran-4-yl)amino)ethyl)piperidine-4-carboxylic acid FC=1C=C2CCN(C2=CC1)C(=O)N1CCC(CC1)(C(=O)O)CC(N(C1CCOCC1)C1=CC=CC=C1)=O